FC(OC1=CC(=C(C=C1)C1=C(C2=C(CCC1)C(=C(C=C2)O)F)C2=CC=C(C=C2)O[C@@H]2CN(CC2)CCCF)F)F 6-[4-(difluoro-methoxy)-2-fluoro-phenyl]-1-fluoro-5-[4-[(3S)-1-(3-fluoropropyl)pyrrolidin-3-yl]oxyphenyl]-8,9-dihydro-7H-benzo[7]annulen-2-ol